N1=CC=CC2=CC=C(C=C12)C1=CC=CC(=N1)C#N 6-(quinolin-7-yl)picolinonitrile